BrC1=C(N=C(C=2N1N=CC2)N2CCC1(CC2)C(C2=CC=CC(=C2C1)OC)=O)C 1'-(7-bromo-6-methyl-pyrazolo[1,5-a]pyrazin-4-yl)-4-methoxy-spiro[indan-2,4'-piperidin]-1-one